C(CCC)OC=1C=C(C=CC1OC)/C=C/C(=O)C1=CC=C(C=C1)O (E)-3-(3-Butoxy-4-methoxyphenyl)-1-(4-hydroxyphenyl)prop-2-en-1-one